(6-methylpyridazin-3-yl)methanamine CC1=CC=C(N=N1)CN